(3-(2-cyclopropyl-4,5-diiodo-1H-imidazol-1-yl)bicyclo[1.1.1]pentan-1-yl)carbamic acid tert-butyl ester C(C)(C)(C)OC(NC12CC(C1)(C2)N2C(=NC(=C2I)I)C2CC2)=O